COC(\C=C\CC[C@@H](C(=O)NC=1C(N(C=CC1)CC(=O)NC1C2CC3CC(CC1C3)C2)=O)NC(C2=CN=CC(=C2)[N+](=O)[O-])=O)=O (S,E)-Methyl-7-(1-(2-(2-adamantylamino)-2-oxoethyl)-2-oxo-1,2-dihydropyridin-3-ylamino)-6-(5-nitronicotinamido)-7-oxohept-2-enoat